C(C)(=O)NC=1SC(=CN1)CN1C(CN(CC1)CC(=O)NC1=CC=C(C=C1)CC1=CC=CC=C1)C 2-(4-((2-acetamidothiazol-5-yl)methyl)-3-methylpiperazin-1-yl)-N-(4-benzylphenyl)acetamide